(S)-1-(9H-fluoren-9-yl)-5-methyl-3,6-dioxo-2,9-dioxa-4,7-diazaundecane-11-oic acid C1=CC=CC=2C3=CC=CC=C3C(C12)COC(N[C@H](C(NCOCC(=O)O)=O)C)=O